BrC=1C=C(SC1)C1=CN=CC(=N1)C=1CC=NCC1 4-(6-(4-bromothiophen-2-yl)pyrazin-2-yl)-3,6-dihydropyridine